((2S,6R)-6-(6-(((E)-1-methylpyrrolidin-2-ylidene)amino)-9H-purin-9-yl)-4-tritylmorpholin-2-yl)methanol CN1\C(\CCC1)=N\C1=C2N=CN(C2=NC=N1)[C@@H]1O[C@@H](CN(C1)C(C1=CC=CC=C1)(C1=CC=CC=C1)C1=CC=CC=C1)CO